CS(=O)(=O)O.CC1=NC(=CC(=C1)OCCC1=CC=C(C=C1)[C@@H](C)[C@]1(C(NC(C1)=O)=O)C)C (3S)-3-[(1R)-1-[4-[2-[(2,6-dimethyl-4-pyridinyl)oxy]ethyl]phenyl]ethyl]-3-methyl-pyrrolidine-2,5-dione methanesulfonate